(4-amino-1,3-dihydrofuro[3,4-c]quinolin-8-yl)(3-(benzothiazol-6-yl)morpholino)methanone NC1=NC=2C=CC(=CC2C2=C1COC2)C(=O)N2C(COCC2)C2=CC1=C(N=CS1)C=C2